1,2-dimethyl-6-oxo-1,6-dihydropyrimidine-5-carboxylic acid CN1C(=NC=C(C1=O)C(=O)O)C